OCC1(CC1)S(=O)(=O)C=1C=C(OC[C@H](CN[C@H]2COC3(C2)CCN(CC3)S(=O)(=O)C=3C=C(C=CC3)C3=CC=C(C=C3)C)O)C=CC1 (S)-1-(3-(1-(hydroxymethyl)cyclopropylsulfonyl)phenoxy)-3-((R)-8-(4'-methylbiphenyl-3-ylsulfonyl)-1-oxa-8-azaspiro[4.5]decan-3-ylamino)propan-2-ol